tert-butyl (2R,5S)-2-(5-carbamoyl-2-thienyl)-5-methyl-piperidine-1-carboxylate C(N)(=O)C1=CC=C(S1)[C@@H]1N(C[C@H](CC1)C)C(=O)OC(C)(C)C